((2S,7aS)-2-fluorotetrahydro-1H-pyrrolizin-7a(5H)-yl)methanol F[C@H]1C[C@@]2(CCCN2C1)CO